Cl[SiH]1CC[Si](CC1)(CC)CC 1-chloro-4,4-diethyl-1,4-disilacyclohexane